OC1=C(OC2=CC3=C(N=C(S3)C#N)C=C2)C=CC=C1 6-(2-hydroxyphenoxy)benzo[d]thiazole-2-carbonitrile